phenyl (2-fluorocyclohexyl) disulfide FC1C(CCCC1)SSC1=CC=CC=C1